FC(N1N=CNC1=O)(F)F N-trifluoromethyl-1H-1,2,4-triazol-5(4H)-one